C(C1=CC=CC=C1)OC(=O)NCCC1=C(C=C(C=C1)NC(OC(C)(C)C)=O)F tert-butyl (4-(2-(((benzyloxy)carbonyl) amino)ethyl)-3-fluorophenyl)carbamate